The molecule is an indanone with an oxo substituent at position 2. It is a metabolite of indane. It has a role as a xenobiotic metabolite. C1C(=O)CC2=CC=CC=C21